C(CCCCCCC\C=C/C\C=C/CCCCC)(=O)[O-] anti-linoleate